ClC=1C=C2C(=NC(=NC2=C(C1C1=CC(=CC2=CC=CC=C12)O)F)OC[C@H]1N(CCC1)C)N1CC2CCC(C1)N2 4-(6-Chloro-4-{3,8-diazabicyclo[3.2.1]oct-3-yl}-8-fluoro-2-{[(2S)-1-methylpyrrolidin-2-yl]methoxy}quinazolin-7-yl)naphthalen-2-ol